2-((1S)-1-((tetrahydro-2H-pyran-2-yl)oxy)ethyl)-1H-imidazol O1C(CCCC1)O[C@@H](C)C=1NC=CN1